C(C)(C)C1=CC(=NN1C1=CC=C(C=C1)CN)C(F)(F)F (4-(5-isopropyl-3-(trifluoromethyl)-1H-pyrazol-1-yl)phenyl)methanamine